NC1=CC=C(N=N1)N1N=C(C(=C1)C1=CN=C(N1C)C(=O)NC1=CC(=C(C=C1)C(=O)N1CCN(CC1)C(=O)C1CCN(CC1)C)Cl)C(F)(F)F 5-[1-(6-aminopyridazin-3-yl)-3-(trifluoromethyl)pyrazol-4-yl]-N-[3-chloro-4-[4-(1-methylpiperidine-4-carbonyl)piperazine-1-carbonyl]phenyl]-1-methyl-imidazole-2-carboxamide